2-[1-isopropyl-7-[[(3R)-tetrahydrofuran-3-yl]amino]pyrazolo[4,3-b]pyridin-5-yl]benzonitrile C(C)(C)N1N=CC2=NC(=CC(=C21)N[C@H]2COCC2)C2=C(C#N)C=CC=C2